C1(CC1)C1=NC=NC(=C1C=1N=C(C2=C(N1)N=CC=C2)OCC2=CC=C(C=C2)C=2NC=C(N2)C(F)(F)F)OC 2-(4-cyclopropyl-6-methoxypyrimidin-5-yl)-4-((4-(4-(trifluoromethyl)-1H-imidazol-2-yl)benzyl)oxy)pyrido[2,3-d]pyrimidine